N-(3-(azepan-1-yl)-4-(4-(isoxazol-3-ylmethyl)piperazinecarbonyl)phenyl)cyclopropanecarboxamide N1(CCCCCC1)C=1C=C(C=CC1C(=O)N1CCN(CC1)CC1=NOC=C1)NC(=O)C1CC1